5-(2,3-Difluorophenyl)-N-((2-(piperazin-1-yl)pyrimidin-4-yl)methyl)-7H-pyrrolo[2,3-d]pyrimidin-4-amine FC1=C(C=CC=C1F)C1=CNC=2N=CN=C(C21)NCC2=NC(=NC=C2)N2CCNCC2